CN1[C@@H](CCC1)CN[C@H]([C@H](C1=CC=CC=C1)C1=C(C=CC(=C1)C)S(=O)(=O)N)C1=CC=CC=C1 (1R,2R)-2-(((((S)-1-methylpyrrolidin-2-yl)methyl)amino)-1,2-diphenylethyl)-4-methylbenzenesulfonamide